2-(2,6-Dioxopiperidin-3-yl)-2,3-dihydro-1λ6,2-benzothiazol-1,3-dione O=C1NC(CCC1N1[SH2](C2=C(C1=O)C=CC=C2)=O)=O